N(N)C=1NC2=CC=CC=C2C1 hydrazinyl-indole